(E)-1-(3-(1H-pyrazole-1-yl)phenyl)ethan-1-one N1(N=CC=C1)C=1C=C(C=CC1)C(C)=O